ClC1=C(C(=CC=C1)F)N1CN(C2=CC(=C(C=C2C1=O)F)N1N=C(N(C1=O)CC)CO)CC(C)C 3-(2-Chloro-6-fluorophenyl)-7-(4-ethyl-3-(hydroxymethyl)-5-oxo-4,5-dihydro-1H-1,2,4-triazol-1-yl)-6-fluoro-1-isobutyl-2,3-dihydroquinazolin-4(1H)-one